C(C)(=O)O[C@@H]1COCC[C@H]1NC1=NN2C(C=N1)=C(C(=C2C(C(F)(F)F)C)C#N)F (3S,4R)-4-({6-cyano-5-fluoro-7-[1,1,1-trifluoropropan-2-yl]pyrrolo[2,1-f][1,2,4]triazin-2-yl}amino)oxan-3-yl acetate